(2R,3R)-1-(4-(4-(1-(pent-3-yl)-1H-pyrazol-4-yl)pyrazolo[1,5-a]pyrazin-6-yl)-1H-pyrazol-1-yl)butane-2,3-diol CCC(CC)N1N=CC(=C1)C=1C=2N(C=C(N1)C=1C=NN(C1)C[C@H]([C@@H](C)O)O)N=CC2